NC1=NC=2C=CC=CC2C2=C1N=C(N2CCCCN(C(C)=O)C2CCOCC2)CNCC N-(4-(4-amino-2-((ethylamino)methyl)-1H-imidazo[4,5-c]quinolin-1-yl)butyl)-N-(tetrahydro-2H-pyran-4-yl)acetamide